5-imino-4-trideuteriomethyl-1-oxa-4,6-diazacyclohexadecane-2,7-dione N=C1N(CC(OCCCCCCCCCC(N1)=O)=O)C([2H])([2H])[2H]